bis(acryloyl)cystine C(C=C)(=O)[C@](CSSC[C@@](C(=O)O)(N)C(C=C)=O)(C(=O)O)N